FC1=CC=C2C3=C(NC2=C1)C=NC(=C3)NC(=O)C3CC3 N-(7-fluoro-9H-pyrido[3,4-b]indol-3-yl)cyclopropanecarboxamide